N-(3-aminopropyl)pyridine NCCCN1CC=CC=C1